ClC=1N=CC=2[C@](CCCC2C1)(NC1=NC=C(C=C1OC(F)F)C(F)(F)F)CO (S)-(3-chloro-8-((3-(difluoromethoxy)-5-(trifluoromethyl)pyridin-2-yl)amino)-5,6,7,8-tetrahydroisoquinolin-8-yl)methanol